7-(1-(2-Fluoro-6-methylphenyl)piperidin-4-yl)-5-((6-(trifluoromethyl)pyrazin-2-yl)methyl)pyrido[2,3-b]pyrazin-6(5H)-one FC1=C(C(=CC=C1)C)N1CCC(CC1)C1=CC=2C(=NC=CN2)N(C1=O)CC1=NC(=CN=C1)C(F)(F)F